3-{[(6-chloro-3-oxo-3,4-dihydro-2H-1,4-benzoxazin-7-yl)amino]Methyl}-N-(pyridin-3-yl)benzamide sodium L-tartarate C([C@H](O)[C@@H](O)C(=O)[O-])(=O)[O-].[Na+].ClC=1C(=CC2=C(NC(CO2)=O)C1)NCC=1C=C(C(=O)NC=2C=NC=CC2)C=CC1.[Na+]